FC(C=1N=C(SC1)COC1=CC=CC2=CC=CC=C12)(F)F 1-[[4-(trifluoromethyl)thiazol-2-yl]methoxy]naphthalene